ethyl 5-((4-bromo-3-fluorophenyl) carbamoyl)-1-cyclopropyl-3-(4-fluorophenyl)-4-oxo-1,4-dihydropyridine-2-carboxylate BrC1=C(C=C(C=C1)NC(=O)C=1C(C(=C(N(C1)C1CC1)C(=O)OCC)C1=CC=C(C=C1)F)=O)F